C1(=CC=CC2=CC=CC=C12)CC=1C(=C2N(C(C1[N+](=O)[O-])=O)C(CS2(=O)=O)C(=O)OC)C2=CC(=CC=C2)C(F)(F)F methyl 7-(naphthalen-1-ylmethyl)-6-nitro-5-oxo-8-(3-(trifluoromethyl)phenyl)-2,3-dihydro-5H-thiazolo[3,2-a]pyridine-3-carboxylate 1,1-dioxide